(5-(2,6-difluoro-4-(pyrrolidin-1-yl)phenyl)-1,2,4-oxadiazol-3-yl)-2,3-dihydroindole-5-carbaldehyde FC1=C(C(=CC(=C1)N1CCCC1)F)C1=NC(=NO1)C1NC2=CC=C(C=C2C1)C=O